C(C)(C)(CC)C1(CCNCC1)C(=O)O 4-(tert-amyl)piperidine-4-carboxylic acid